BrC=1C=C(CN2[C@H](CCC2)C(=O)N[C@@H](C)C2=CC(=C(C(=O)OC)C=C2)OC)C=CC1 methyl 4-((S)-1-((R)-1-(3-bromobenzyl) pyrrolidine-2-amidyl) ethyl)-2-methoxybenzoate